CC1=C(C(=O)O)C=C(C(=N1)C(Br)Br)F methyl-6-(dibromomethyl)-5-fluoronicotinic acid